C1(CC1)C(=O)NC1=CC(=C(N=N1)C(=O)N)NC1=C(C(=CC=C1)C=1C=NN(C1)C1CC1)OC 6-(cyclopropanecarboxamido)-4-((3-(1-cyclopropyl-1H-pyrazol-4-yl)-2-methoxyphenyl)amino)pyridazine-3-carboxamide